C1=CC=C2C(=C1)C(=CN2)OS(=O)(=O)[O-] The molecule is an aryl sulfate oxoanion that is the conjugate base of indoxyl sulfate, obtained by deprotonation of the sulfo group; major species at pH 7.3. It is a conjugate base of an indoxyl sulfate.